ClC=1C(=CC=2C3=C(C(N(C2C1)C=CC(=O)N)=O)CN([C@H]3C)C(COC)=O)OC (S)-3-(7-chloro-8-methoxy-2-(2-methoxyacetyl)-1-methyl-4-oxo-1,2,3,4-tetrahydro-5H-pyrrolo[3,4-c]quinolin-5-yl)propenamide